3-((1S,5R)-8-(3-(Methylsulfonyl)phenyl)-1,3,4,5-tetrahydro-2H-1,5-methanobenzo[c]azepin-2-yl)propan-1-ol CS(=O)(=O)C=1C=C(C=CC1)C=1C=CC2=C([C@H]3N(CC[C@@H]2C3)CCCO)C1